2-isopropyl-6-(isopropylsulfonyl)-8-(6-methyl-7-oxo-6,7-dihydro-1H-pyrrolo[2,3-c]pyridin-4-yl)-2H-1,4-benzoxazin-3(4H)-one C(C)(C)C1OC2=C(NC1=O)C=C(C=C2C=2C1=C(C(N(C2)C)=O)NC=C1)S(=O)(=O)C(C)C